FC(C1=CC(=NN1C)C(=O)O\N=C(/N)\C1(CC1)C1=C(C=CC(=C1)OC)C)F (Z)-N'-((5-(difluoromethyl)-1-methyl-1H-pyrazole-3-carbonyl)oxy)-1-(5-methoxy-2-methylphenyl)cyclopropane-1-carboximidamide